[O].[Mo](=O)(=O)=O molybdenum trioxide oxygen